FC(C1=C(C=NC=C1)N1C[C@@H]2CN(CC[C@@H]2C1)C(=O)OC(C)(C)C)(F)F |r| rac-tert-butyl (3aR,7aS)-2-[4-(trifluoromethyl)pyridin-3-yl]-octahydro-1H-pyrrolo[3,4-c]pyridine-5-carboxylate